BrC=1C=NN(C1C)C[C@H]1[C@@H]2C([C@H](CC1)C2)(C)C 4-bromo-1-(((1R,2R,5R)-6,6-dimethylbicyclo[3.1.1]heptan-2-yl)methyl)-5-methyl-1H-pyrazole